C1(CC1)C1=C(N=C2N1C(=CC(=C2)C(=O)OCC)OC)C2=CC=1C(=NC(=CC1)[C@@H](C)NC(C(C)(C)C)=O)N2 ethyl (R)-3-cyclopropyl-5-methoxy-2-(6-(1-pivalamidoethyl)-1H-pyrrolo[2,3-b]pyridin-2-yl)imidazo[1,2-a]pyridine-7-carboxylate